5-[(2,4-Diethylphenoxymethylthio)methyl]-1,3,4-oxadiazol-2(3H)-one C(C)C1=C(OCSCC2=NNC(O2)=O)C=CC(=C1)CC